FC=1C(=NC=CC1CN1C[C@H](CC1)F)C=1C=C2CN(C(C2=CC1)=O)C1C(NC(CC1)=O)=O 3-(5-(3-fluoro-4-(((S)-3-fluoropyrrolidin-1-yl)methyl)pyridin-2-yl)-1-oxoisoindolin-2-yl)piperidine-2,6-dione